P(O)(O)O.C(C)(C)(C)C1=CC=CC(=C1)C(C)(C)C.C(C)(C)(C)C1=CC=CC(=C1)C(C)(C)C.C(C)(C)(C)C1=CC=CC(=C1)C(C)(C)C tri(2,4-di-tertiary butyl-benzene) phosphite